COC(=O)[C@@H]1CC[C@H]2N1C([C@H](C[C@@H](C2)C)NC(=O)OC(C)(C)C)=O.C2(=CC=C(C=C2)N(C=2C=C(SC2C)C)C)C2=CC=CC=C2 4-([1,1'-biphenyl]-4-yl-(methyl)amino)-2,5-dimethyl-thiophene methyl-(3S,6S,8S,9aR)-6-((tert-butoxycarbonyl)amino)-8-methyl-5-oxooctahydro-1H-pyrrolo[1,2-a]azepine-3-carboxylate